(R)-2-(7-(4-Chloro-3-fluorobenzoyl)-8-methyl-3-(3-methyl-1,2,4-thiadiazol-5-yl)-5,6,7,8-Tetrahydroimidazo[1,5-a]pyrazin-1-yl)acetaldehyde ClC1=C(C=C(C(=O)N2[C@@H](C=3N(CC2)C(=NC3CC=O)C3=NC(=NS3)C)C)C=C1)F